C(C)C1=CC(=CN(C1=O)C)C=1C=NN(C1)C1=C(C#N)C=CC=C1 2-[4-(5-Ethyl-1-methyl-6-oxo-1,6-dihydro-pyridin-3-yl)-pyrazol-1-yl]-benzonitrile